F[B-](F)(F)F.CN1C=2C=CC=CC2C(C2=CC=CC=C12)C1=C(C=C(C=C1C)C)C 10-methyl-9-mesityl-acridine tetrafluoroborate